[N+](=O)([O-])C1=CC=C(C(=O)NNC2=NC=CC=N2)C=C1 4-nitro-N'-(2-pyrimidinyl)benzoyl-hydrazine